tris(3,5-difluorophenyl)boroxine FC=1C=C(C=C(C1)F)B1OB(OB(O1)C1=CC(=CC(=C1)F)F)C1=CC(=CC(=C1)F)F